ClC=1C=C(C=CC1)C1(C2=C(N=C(N1)NC1=C(C=C3CCN(CC3=C1)C)OC)NC=C2)N 4-(3-chlorophenyl)-N2-(6-methoxy-2-methyl-1,2,3,4-tetrahydroisoquinolin-7-yl)-7H-pyrrolo[2,3-d]pyrimidine-2,4-diamine